CC1=CC=C2CCN(C2=C1)S(=O)(=O)C1=C2C=CNC(C2=CC=C1)=O 5-(6-methylindolin-1-yl)sulfonyl-2H-isoquinolin-1-one